N1(C=NC=C1)CC1=CC=C(C(=O)NC2=NC3=C(N2)C(=CC=C3C3=CC=CC=C3)OC)C=C1 4-Imidazol-1-ylmethyl-N-(7-methoxy-4-phenyl-1H-benzoimidazol-2-yl)-benzamide